2-amino-3-methyl-benzene NC1=CC=CC=C1C